(R)-4-(2-bromo-5-ethyl-7-oxo-4-((2-(trimethylsilyl)ethoxy)methyl)-4,7-dihydro-[1,2,4]triazolo[1,5-a]pyrimidin-6-yl)-2-methylpiperazine-1-carboxylic acid tert-butyl ester C(C)(C)(C)OC(=O)N1[C@@H](CN(CC1)C1=C(N(C=2N(C1=O)N=C(N2)Br)COCC[Si](C)(C)C)CC)C